FC(C1=NN=C(O1)C1=CC(=C(CN(C(=O)N2CCS(CC2)(=N)=O)C2=CC(=CC=C2)C=2OC=CC2)C=C1)F)F N-(4-(5-(difluoromethyl)-1,3,4-oxadiazol-2-yl)-2-fluorobenzyl)-N-(3-(furan-2-yl)phenyl)-1-iminothiomorpholine-4-carboxamide 1-oxide